6-(3-Chloro-6-(difluoromethyl)-2-fluorophenyl)-N-(1-((R)-1-(2-((1R,2S,5S)-2-cyano-3-azabicyclo[3.1.0]hexan-3-yl)pyrimidin-5-yl)ethyl)-1H-pyrazol-4-yl)pyrazine-2-carboxamide ClC=1C(=C(C(=CC1)C(F)F)C1=CN=CC(=N1)C(=O)NC=1C=NN(C1)[C@H](C)C=1C=NC(=NC1)N1[C@@H]([C@@H]2C[C@@H]2C1)C#N)F